3-Bromoanilin BrC=1C=C(N)C=CC1